2-(1-(3-(pyrimidine-4-carboxamido)phenyl)-1H-1,2,3-triazol-4-yl)isonicotinic acid N1=CN=C(C=C1)C(=O)NC=1C=C(C=CC1)N1N=NC(=C1)C=1C=C(C(=O)O)C=CN1